C1(CC1)[C@@](N)(C1=CC=C(C=C1)P(=O)(O)O)C(=O)O |r| (RS)-α-cyclopropyl-4-phosphonophenylglycine